NC1CCC(CC1)NC1=NC(=NC=C1C(F)(F)F)NC=1C=C2CCN(CC2=CC1)C(C(C)(C)O)=O 1-(6-((4-(((1S,4S)-4-aminocyclohexyl)amino)-5-(trifluoromethyl)pyrimidin-2-yl)amino)-3,4-dihydroisoquinolin-2(1H)-yl)-2-hydroxy-2-methylpropan-1-one